ClC1=CC=C(C=C1)C1=NC=CC=C1 2-(4-Chlorophenyl)pyridine